2-(4,4,5,5-tetramethyl-1,3,2-dioxaborolan-2-yl)benzoic acid CC1(OB(OC1(C)C)C1=C(C(=O)O)C=CC=C1)C